ClC=1C=C(C=CC1C(=O)N1CCNCC1)NC(=O)C=1N(C(=CN1)C=1C(=NN(C1)CC#N)C(F)(F)F)C N-[3-chloro-4-(piperazine-1-carbonyl)phenyl]-5-[1-(cyanomethyl)-3-(trifluoromethyl)pyrazol-4-yl]-1-methylimidazole-2-carboxamide